1,1-Bis(bromoethyl)cyclohexane BrCCC1(CCCCC1)CCBr